1-cyclopropyl-3-[(3R,5S)-5-methyl-1-(8-trifluoromethyl-quinolin-5-yl)-piperidin-3-yl]-urea C1(CC1)NC(=O)N[C@H]1CN(C[C@H](C1)C)C1=C2C=CC=NC2=C(C=C1)C(F)(F)F